COC1=CC(=C(C=C1)C=C)C=C 4-methoxy-1,2-divinylbenzene